2-bromo-5-(3-methoxy-2,6-dimethylphenyl)-4,5-dihydro-6H-pyrrolo[3,4-d]thiazol-6-one BrC=1SC2=C(N1)CN(C2=O)C2=C(C(=CC=C2C)OC)C